C1(CC1)S(=O)(=O)NC1=CC(=NC=C1)[C@@H](CN1CCCC1)NC(=O)C=1SC(=CN1)C1=NC(=CN=C1)OCC (R)-N-(1-(4-(cyclopropanesulfonamido)pyridin-2-yl)-2-(pyrrolidin-1-yl)ethyl)-5-(6-ethoxypyrazin-2-yl)thiazole-2-carboxamide